C(C)(C)[N@@]1C(C1)C(=O)[O-].[K+].ClC1=CC=C(C=C1)S(=O)[O-].[Na+] sodium para-chlorobenzenesulfinate potassium (R)-1-isopropylaziridine-2-carboxylate